1-Propylpyridinium chloride [Cl-].C(CC)[N+]1=CC=CC=C1